N-(1-acetyl-1H-indazol-6-yl)pyridinecarboxamide C(C)(=O)N1N=CC2=CC=C(C=C12)NC(=O)C1=NC=CC=C1